C(C)(C)(C)O tert.Butanol